C(C1=CC=CC=C1)N1CC(C(C(C1)C)(F)F)C(CN1C(C2=CC=CC=C2C1=O)=O)C 2-(2-(1-Benzyl-4,4-difluoro-5-methylpiperidin-3-yl)propyl)isoindoline-1,3-dione